triisopentyl-cyclohexane C(CC(C)C)C1C(CCCC1)(CCC(C)C)CCC(C)C